[I-].N(=[N+]=[N-])CCC[N+]1=CC=C(C2=CC=CC=C12)C 1-(3-azidopropyl)-4-methylquinolinium iodide